4-[(3-chloro-4-fluorophenyl)amino]-6-(tetrahydropyran-4-yloxy)-7-ethoxy-quinazoline ClC=1C=C(C=CC1F)NC1=NC=NC2=CC(=C(C=C12)OC1CCOCC1)OCC